ClC1=C(C=CC(=C1)Cl)NC=1N(C2=NC(=NC=C2N1)NC1COC[C@H]1O)C1CCC(CC1)C(=O)N (1s,4s)-4-(8-(2,4-dichlorophenylamino)-2-(4-hydroxytetrahydrofuran-3-ylamino)-9H-purin-9-yl)cyclohexanecarboxamide